ClC1=NC=C(C(=N1)N1C=2N(CC(C1)(C)C)N=CC2)F 2-chloro-4-{6,6-dimethyl-5H,7H-pyrazolo[1,5-a]pyrimidin-4-yl}-5-fluoropyrimidine